C(C)(C)(C)OC(NC[C@@H](C=1C(=C2COC(C2=CC1)=O)C)NC(CO)=O)=O (R)-(2-(2-Hydroxyacetamido)-2-(4-methyl-1-oxo-1,3-dihydroisobenzofuran-5-yl)ethyl)carbamic acid tert-butyl ester